2-chloro-9-phenylphenanthro[3,2-d]thiazole ClC=1C=C2C3=CC=4N=C(SC4C=C3C=CC2=CC1)C1=CC=CC=C1